3-(((2,5-Dimethoxyphenylethyl)amino)methyl)-5-methylbenzonitrile COC1=C(C=C(C=C1)OC)CCNCC=1C=C(C#N)C=C(C1)C